1-(1-(((7-(8-ethylnaphthalen-1-yl)-4-(6-methyl-1,4-oxazepan-4-yl)-5,6,7,8-tetrahydropyrido[3,4-d]pyrimidin-2-yl)oxy)methyl)cyclopropyl)-N,N-dimethylmethanamine C(C)C=1C=CC=C2C=CC=C(C12)N1CC=2N=C(N=C(C2CC1)N1CCOCC(C1)C)OCC1(CC1)CN(C)C